CN1C=NC2=C1C=C(C(=C2)C2=CC=CN1C(=CC=C21)C(=O)NCCC2=C(C(=C(C(=C2F)F)S(=O)(=O)C)F)F)C(F)(F)F 8-(1-methyl-6-(trifluoromethyl)-1H-benzo[d]imidazol-5-yl)-N-(2,3,5,6-tetrafluoro-4-(methyl-sulfonyl)phenethyl)indolizine-3-carboxamide